4-bromo-2-(bromomethyl)benzonitrile BrC1=CC(=C(C#N)C=C1)CBr